NC=1CC(=CC2=C(N1)C=C(S2)CC2CN(C2)C(=O)OC(C)(C)C)C(N(CCC)OCCNC(NCC)=O)=O tert-butyl 3-[[5-amino-7-[2-(ethylcarbamoylamino)ethoxy-propyl-carbamoyl]-6H-thieno[3,2-b]azepin-2-yl]methyl]azetidine-1-carboxylate